tert-butyl-(methyl)silane C(C)(C)(C)[SiH2]C